C1(=CC=CC=C1)C1=NC(=CC(=N1)C(C)=O)C1=CC=CC=C1 1-(2,6-diphenylpyrimidin-4-yl)ethanone